N-(2,3-difluoro-4-(2-(((3S,5S)-5-fluoropiperidin-3-yl)amino)-7-oxo-8-(1,1,1-trifluoropropan-2-yl)-7,8-dihydropyrido[2,3-d]pyrimidin-6-yl)phenyl)-1-phenylmethanesulfonamide FC1=C(C=CC(=C1F)C1=CC2=C(N=C(N=C2)N[C@@H]2CNC[C@H](C2)F)N(C1=O)C(C(F)(F)F)C)NS(=O)(=O)CC1=CC=CC=C1